FC1=CC(=C(N)C=C1[N+](=O)[O-])OCC(F)(F)F 4-fluoro-5-Nitro-2-(2,2,2-trifluoroethoxy)aniline